acetaminosulfonic acid triethylamine salt C(C)N(CC)CC.N(C(=O)C)S(=O)(=O)O